C1(CC1)NNC(=O)C1=CC(=NC(=C1)C(C)=O)CCC(C)=O N-cyclopropylamino-2,6-diacetylethylpyridine-4-carboxamide